ClC1=C(OC=2C=CC(=C(C2)S(=O)(=O)NC2(CC2)C(=O)N)O)C(=CC(=C1)N1N=C(C(NC1=O)=O)C(F)F)Cl 1-((5-(2,6-dichloro-4-(6-(difluoromethyl)-3,5-dioxo-4,5-dihydro-1,2,4-triazin-2(3H)-yl)phenoxy)-2-hydroxyphenyl)sulfonamido)cyclopropane-1-carboxamide